(2,4-dimethylphenyl)hydrazine CC1=C(C=CC(=C1)C)NN